FC(S(=O)(=O)N1CCC2=C(CC1)C=CC=C2)(F)F 3-((trifluoromethyl)sulfonyl)-2,3,4,5-tetrahydro-1H-benzo[d]azepine